CN1N=CC(=C1)C(=O)N methyl-1H-pyrazole-4-carboxamide